C(C)OC1=C(C(=CC=C1)OCC)P(C1=C(C=CC=C1OCC)OCC)C1=C(C=CC=2C3=CC=C(C=C3N(C12)C(=O)N)C1=CC(=CC(=C1)C(F)(F)F)C(F)(F)F)C1=CC(=CC(=C1)C(F)(F)F)C(F)(F)F (bis(2,6-diethoxyphenyl)phosphino)-2,7-bis(3,5-bis(trifluoromethyl)phenyl)-9H-carbazole-9-carboxamide